α,α-dideutero-N-monomethyltryptamine [2H]C(NC)(CC1=CNC2=CC=CC=C12)[2H]